1-(5H-imidazo[5,1-a]isoindol-5-yl)-1-(1-((2-(trimethylsilyl)ethoxy)methyl)-1H-imidazol-2-yl)ethan-1-ol C=1N=CN2C1C1=CC=CC=C1C2C(C)(O)C=2N(C=CN2)COCC[Si](C)(C)C